NCCCCCOC1=C2C(N(C(C2=CC=C1)=O)C1C(NC(CC1)=O)=O)=O 4-((5-aminopentyl)oxy)-2-(2,6-dioxopiperidin-3-yl)isoindoline-1,3-dione